((3aR,4R,6R,6aS)-6-(4-Chloro-7H-pyrrolo[2,3-d]pyrimidin-7-yl)-2,2-dimethyltetrahydro-4H-cyclopenta[d][1,3]dioxol-4-yl)methanol ClC=1C2=C(N=CN1)N(C=C2)[C@@H]2C[C@@H]([C@@H]1[C@H]2OC(O1)(C)C)CO